tert-butyl (1-(((6-acrylamido-4-((3-chloro-4-(pyridin-2-ylmethoxy)phenyl)amino) quinazolin-7-yl)oxy)methyl)cyclopropyl)carbamate C(C=C)(=O)NC=1C=C2C(=NC=NC2=CC1OCC1(CC1)NC(OC(C)(C)C)=O)NC1=CC(=C(C=C1)OCC1=NC=CC=C1)Cl